OSCCNC(CCNC([C@@H](C(COP(OP(OC[C@@H]1[C@H]([C@H]([C@@H](O1)N1C=NC=2C(N)=NC=NC12)O)OP(=O)(O)O)(=O)O)(=O)O)(C)C)O)=O)=O hydroxyl-CoA